3-(5-(3-(bicyclo[3.1.0]hexan-6-yl)-2-oxoimidazolidin-1-yl)-1-oxoisoindolin-2-yl)piperidine-2,6-dione C12CCCC2C1N1C(N(CC1)C=1C=C2CN(C(C2=CC1)=O)C1C(NC(CC1)=O)=O)=O